C(C)(=O)N1[C@@H](CN(C[C@H]1C)C(=O)OC(C)(C)C)C1=CC(=NC(=C1)C1=NC=NC(=C1)C(NC)=O)Cl tertbutyl (3R,5R)-4-acetyl-3-(2-chloro-6-(6-(methylcarbamoyl)pyrimidin-4-yl)pyridin-4-yl)-5-methylpiperazine-1-carboxylate